C1(CCCC1)C1=CC=C2C(=N1)NC=C2C=2C=C(C1=C(N(C(=N1)C)C(C)C)C2)F 6-(6-cyclopentyl-1H-pyrrolo[2,3-b]pyridin-3-yl)-4-fluoro-1-isopropyl-2-methyl-1H-benzo[d]imidazole